bis[1-(dimethylamino)-2-propanol] copper [Cu].CN(CC(C)O)C.CN(CC(C)O)C